NC1=NC=CC2=C(C=CC=C12)C=1C=C2C(=NN(C2=CC1)C1CCC1)COC1=C(C=C(C=C1)C)CC(=O)O 2-(2-((5-(1-aminoisoquinolin-5-yl)-1-cyclobutyl-1H-indazol-3-yl)methoxy)-5-methylphenyl)acetic acid